ClC=1C=CC2=C(C[C@H](CC=3N2C(=NN3)[C@@H]3CC[C@H](CC3)OC3=NC=CC=C3)NC(C)C)C1 (5R)-8-chloro-N-(propan-2-yl)-1-[trans-4-(pyridin-2-yloxy)cyclohexyl]-5,6-dihydro-4H-[1,2,4]triazolo[4,3-a][1]benzazepine-5-amine